6-Methoxy-2-methylfuro[2,3-h]quinazolin-4-ol COC=1C=C2C(=NC(=NC2=C2C1OC=C2)C)O